CC(C(=O)OCCCCCCCN(CCO)CCCCCCCOC(C(CCCCCCCCF)CCCCCCCC)=O)CCCCCCCC(C)C 7-((7-((10-fluoro-2-octyldecanoyl)oxy)heptyl)(2-hydroxyethyl)amino)heptyl 2,10-dimethylundecanoate